N1C[C@H](CCCC1)NC1=NC=C(C(=N1)C1=CNC2=CC(=CC=C12)C(=O)NC)C(F)(F)F (S)-3-(2-(azepan-3-ylamino)-5-(trifluoromethyl)pyrimidin-4-yl)-N-methyl-1H-indole-6-carboxamide